N-(6-(2H-1,2,3-triazol-2-yl)pyridin-3-yl)-1-(isoquinolin-4-yl)-5-(trifluoromethyl)-1H-pyrazole-4-carboxamide N=1N(N=CC1)C1=CC=C(C=N1)NC(=O)C=1C=NN(C1C(F)(F)F)C1=CN=CC2=CC=CC=C12